azepan-4-yl 5-[[4-[[2-(6-methyl-2-pyridyl)pyrimidin-4-yl]amino]pyrimidin-2-yl]amino]pyridine-2-carboxylate CC1=CC=CC(=N1)C1=NC=CC(=N1)NC1=NC(=NC=C1)NC=1C=CC(=NC1)C(=O)OC1CCNCCC1